CC=1C=C(C=C(C1)C)C=1C(=CC(=CC1)C)C1=CC(=CC=C1)NC=1C=C(C=CC1)C=1C(=CC=C(C1)C)C1=CC(=CC(=C1)C)C bis(3'',5',5''-trimethyl-[1,1':2',1''-terphenyl]-3-yl)amine